N-(6-(3-Fluoro-4-hydroxypiperidin-1-yl)-2,2-dimethyl-2,3-dihydrobenzofuran-5-yl)pyrazolo[1,5-a]pyrimidine-3-carboxamide FC1CN(CCC1O)C1=CC2=C(CC(O2)(C)C)C=C1NC(=O)C=1C=NN2C1N=CC=C2